(3s,5s)-3-aminomethyl-6-fluoro-5-methyl-hexanoic acid NC[C@H](CC(=O)O)C[C@@H](CF)C